(R)-N-(1-(3,4-dichlorophenyl)-2-(dimethylamino)ethyl)-4-(4-(trifluoromethyl)phenoxy)benzenesulfonamide ClC=1C=C(C=CC1Cl)[C@H](CN(C)C)NS(=O)(=O)C1=CC=C(C=C1)OC1=CC=C(C=C1)C(F)(F)F